3-[5-({[4-(Aminomethyl)phenyl]methyl}amino)-1-benzoyl-1H-pyrazol-3-yl]-1-(3-hydroxypyrrolidin-1-carbonyl)-4-methylpyrrolidin NCC1=CC=C(C=C1)CNC1=CC(=NN1C(C1=CC=CC=C1)=O)C1CN(CC1C)C(=O)N1CC(CC1)O